4-((1R,3R)-3-(but-2-ynamido)cyclohexyl)-3-cyano-5,6-difluoro-2-methyl-1H-indole-7-carboxamide C(C#CC)(=O)N[C@H]1C[C@@H](CCC1)C1=C2C(=C(NC2=C(C(=C1F)F)C(=O)N)C)C#N